FC(S(=O)(=O)OC1=CC2C(N(CC2)C(=O)OC(C)(C)C)C1)(F)F tert-Butyl 5-(((trifluoromethyl)sulfonyl)oxy)-3,3a,6,6a-tetrahydrocyclopenta[b]pyrrole-1(2H)-carboxylate